(+)-5-[3-Oxo-3-[3-[4-[1-(trifluoromethyl)cyclopropyl]phenyl]azetidin-1-yl]propyl]pyrrolidin-2-one O=C(CCC1CCC(N1)=O)N1CC(C1)C1=CC=C(C=C1)C1(CC1)C(F)(F)F